tridecan-7-yl 8-((1-hydroxy-2-methylpropan-2-yl)(6-oxo-6-(undecyloxy)hexyl) amino)octanoate OCC(C)(C)N(CCCCCCCC(=O)OC(CCCCCC)CCCCCC)CCCCCC(OCCCCCCCCCCC)=O